C(C)(=O)OCCCCCC(CCC=C)C(=C)C 6-(1-methylvinyl)-9-decen-1-ol acetate